N-((3R,4S)-3-fluoro-1-(oxetan-3-yl)piperidin-4-yl)-5-(1-(2-fluoroethyl)-1H-benzo[d][1,2,3]triazol-6-yl)-4-(methoxy-d3)pyrrolo[2,1-f][1,2,4]triazin-2-amine F[C@@H]1CN(CC[C@@H]1NC1=NN2C(C(=N1)OC([2H])([2H])[2H])=C(C=C2)C=2C=CC1=C(N(N=N1)CCF)C2)C2COC2